BrC=1C=C(C=CC1O)NC(=O)NC=1C=C2N=C(C=NC2=CC1)C=1C=NN(C1)C 1-(3-bromo-4-hydroxyphenyl)-3-(3-(1-methyl-1H-pyrazol-4-yl)quinoxalin-6-yl)urea